[C@@H]12CN(C[C@@H](CC1)N2)C=2C=CC(=C(C(=O)N[C@H](C)C1=CC(=CC(=C1)C=1C=NN(C1)C)OC)C2)C 5-[(1S,5R)-3,8-diazabicyclo[3.2.1]octan-3-yl]-N-[(1R)-1-[3-methoxy-5-(1-methylpyrazol-4-yl)phenyl]ethyl]-2-methyl-benzamide